NC1=NC=CC=C1C1=NC=2C(=NC(=CC2)C2=CC=C(C=C2)F)N1C=1C=CC(=NC1)NC(=O)C1CCC(CC1)C(=O)OC methyl (1r,4r)-4-((5-(2-(2-aminopyridin-3-yl)-5-(4-fluorophenyl)-3H-imidazo[4,5-b]pyridin-3-yl)pyridin-2-yl)carbamoyl)cyclohexane-1-carboxylate